COC(=O)C=1C=NN(C1C(NC1=CC=2N(C=C1)N=C(N2)C2=CC=CC=C2)=O)C 1-methyl-5-(2-phenyl-[1,2,4]triazolo[1,5-a]pyridin-7-ylcarbamoyl)-1H-pyrazole-4-carboxylic acid methyl ester